Methyl 4-amino-1-[(2R)-6-amino-2-[(2R)-2-[(2R)-2-(3-amino-3-phenylpropionylamino)-3-phenylpropionylamino]-4-methylpentanoylamino]hexanoyl]piperidine-4-carboxylate NC1(CCN(CC1)C([C@@H](CCCCN)NC([C@@H](CC(C)C)NC([C@@H](CC1=CC=CC=C1)NC(CC(C1=CC=CC=C1)N)=O)=O)=O)=O)C(=O)OC